(R)-3-((S)-3-(6-bromo-2,3-dihydro-1H-inden-4-yl)-1-(tert-butoxy)-1-oxopropan-2-yl)pyrrolidine-1-carboxylic acid tert-butyl ester C(C)(C)(C)OC(=O)N1C[C@H](CC1)[C@@H](C(=O)OC(C)(C)C)CC1=C2CCCC2=CC(=C1)Br